COC(=O)C1=C(C=NC=C1)NC[C@H]1N(CCC2=CC(=CC=C12)C1=C(C=CC=C1)C)C(=O)OC(C)(C)C tert-butyl (S)-1-(((4-(methoxycarbonyl) pyridin-3-yl)amino)methyl)-6-(o-tolyl)-3,4-dihydroisoquinoline-2(1H)-carboxylate